FCCN1N=C(C(=C1)NC1=NC=C(C=N1)I)C N-(1-(2-fluoroethyl)-3-methyl-1H-pyrazol-4-yl)-5-iodopyrimidin-2-amine